C(C1=CC=C(C=C1)S)(C1=CC=C(C=C1)S)C1=CC=C(C=C1)S 4,4',4''-methanetriyltribenzenethiol